6-(4-(difluoromethoxy)phenyl)-2-((5-phenyl-4H-1,2,4-triazol-3-yl)methyl)pyridazin-3(2H)-one FC(OC1=CC=C(C=C1)C=1C=CC(N(N1)CC1=NN=C(N1)C1=CC=CC=C1)=O)F